(2R,3S,5R)-5-(5-fluoro-2,4-dioxo-3,4-dihydropyrimidin-1(2H)-yl)-3-hydroxy-2-(hydroxymethyl)tetrahydrofuran-2-carbonitrile FC=1C(NC(N(C1)[C@H]1C[C@@H]([C@@](O1)(C#N)CO)O)=O)=O